3,4-dimethylolfuran C(O)C1=COC=C1CO